FC(SC1=CC=C(C=C1)N1N=C2CCNCC3C2=C1CCN3C(=O)OC(C)(C)C)(F)F tert-butyl 2-(4-((trifluoromethyl)thio)phenyl)-2,3,4,5a,6,7,8,9-octahydro-5H-1,2,5,7-tetraazabenzo[cd]azulene-5-carboxylate